titanium (IV) tetrabutanolat C(CCC)[O-].C(CCC)[O-].C(CCC)[O-].C(CCC)[O-].[Ti+4]